COC1=C2CCN3C(C2=C(C=C1)OC)=CC(=CC3=O)OCC3OCCCC3 8,11-dimethoxy-2-(tetrahydro-pyran-2-ylmethoxy)-6,7-dihydro-pyrido[2,1-a]isoquinolin-4-one